(S)-5-fluoro-7-(5-methyl-1,4,5,6-tetrahydropyridin-2-yl)spiro[benzo[b][1,4]oxazine-2,1'-cyclopropan]-3(4H)-one FC1=CC(=CC=2OC3(CC3)C(NC21)=O)C=2NC[C@H](CC2)C